ClCCC(=O)NC=1C=C(C(=NC1)C)NC(=O)C=1C=NN2C1SC(=C2)C=2C=NN(C2)CCOC N-(5-(3-chloropropionamido)-2-methylpyridin-3-yl)-2-(1-(2-methoxyethyl)-1H-pyrazol-4-yl)pyrazolo[5,1-b]Thiazole-7-carboxamide